2-(azepan-1-yl)-4-((4-(4-(3-hydroxypropyl)piperazin-1-yl)phenyl)amino)pyrimido[4,5-d]pyridazin-5(6H)-one N1(CCCCCC1)C=1N=C(C2=C(C=NNC2=O)N1)NC1=CC=C(C=C1)N1CCN(CC1)CCCO